CC=1C=CC=C2C(=CN=NC12)NC1=NC(=NC=C1)NC1=CC(=C(C=C1)CN1CCN(CC1)C)C(F)(F)F N4-(8-methylcinnolin-4-yl)-N2-(4-((4-methylpiperazin-1-yl)methyl)-3-(trifluoromethyl)phenyl)pyrimidine-2,4-diamine